1-(4-(((2-(2,6-dioxopiperidin-3-yl)-1,3-dioxoisoindolin-4-yl)amino)methyl)phenyl)-N-((1R,3R)-3-((5-propylpyrazolo[1,5-a]pyrimidin-7-yl)amino)cyclopentyl)piperidine-4-carboxamide O=C1NC(CCC1N1C(C2=CC=CC(=C2C1=O)NCC1=CC=C(C=C1)N1CCC(CC1)C(=O)N[C@H]1C[C@@H](CC1)NC1=CC(=NC=2N1N=CC2)CCC)=O)=O